methyl (1R,2S,5S)-3-[(2S)-2-[(3-fluoro-3-methyl-azetidine-1-carbonyl)amino]-3,3-dimethyl-butanoyl]-6,6-dimethyl-3-azabicyclo[3.1.0]hexane-2-carboxylate FC1(CN(C1)C(=O)N[C@H](C(=O)N1[C@@H]([C@H]2C([C@H]2C1)(C)C)C(=O)OC)C(C)(C)C)C